C(C)(C)(C)C=1C=C(NN1)NC(NC1=C(C=CC=C1)C1=CCCC=C1)=O 4-[3-(5-tert-butyl-2H-pyrazol-3-yl)-ureido-phenyl]-1H-benzene